2-{3-[(3R)-3-{[(tert-butoxy)carbonyl]amino}piperidin-1-yl]phenoxy}-2-methylpropanoate C(C)(C)(C)OC(=O)N[C@H]1CN(CCC1)C=1C=C(OC(C(=O)[O-])(C)C)C=CC1